C(C)OC(CCCCCCCCCCCCCCC)O ethoxyhexadecanol